6-(cyclopropanecarboxamido)-4-((3-(6-(2-hydroxybut-2-yl)pyridazin-3-yl)-2-methoxyphenyl)amino)-N-(methyl-d3)pyridazine-3-carboxamide ethyl-2-methyl-3-pyrrolidin-1-yl-propanoate C(C)OC(C(CN1CCCC1)C)=O.C1(CC1)C(=O)NC1=CC(=C(N=N1)C(=O)NC([2H])([2H])[2H])NC1=C(C(=CC=C1)C=1N=NC(=CC1)C(C)(CC)O)OC